FC1(CCC(CC1)C(=O)NCC1=NC=CN=C1)F 4,4-difluoro-N-(pyrazin-2-ylmethyl)cyclohexanecarboxamide